COC1=CC=C(C=C1)SC1=CC=C(C=C1)OC 4-methoxyphenylthioether